C(C)(C)(C)C=1C=C(C=CC1)[C@H]1CC2(CC1)CCN(CC2)C(=O)C2CC(C2)(C)O |r| (rac)-(2-(3-(tert-butyl)phenyl)-8-azaspiro[4.5]dec-8-yl)((1s,3s)-3-hydroxy-3-methylcyclobutyl)methanone